Fluoromalonic acid diethyl ester C(C)OC(C(C(=O)OCC)F)=O